2-(2-(benzyloxy)ethyl)-7-(4,5-dichloro-2-((2-(trimethylsilyl)ethoxy)methoxy)phenyl)imidazo[1,2-a]pyridine C(C1=CC=CC=C1)OCCC=1N=C2N(C=CC(=C2)C2=C(C=C(C(=C2)Cl)Cl)OCOCC[Si](C)(C)C)C1